CC(C(=O)[O-])(C)C.[Cs+] cesium(I) 2,2-dimethylpropanoate